2-(6-{methyl-[3-(methylamino)cyclobutyl]amino}[1,3]thiazolo[4,5-c]pyridazin-3-yl)-5-(1H-pyrazol-4-yl)phenol bistrifluoroacetate FC(C(=O)O)(F)F.FC(C(=O)O)(F)F.CN(C=1SC2=C(N=NC(=C2)C2=C(C=C(C=C2)C=2C=NNC2)O)N1)C1CC(C1)NC